(S)-1-(5-(2-phenyl-3-(tetrahydro-4H-thiopyran-4-ylidene)allyl)-3-(p-tolyl)-4,5-dihydro-1H-pyrazol-1-yl)ethan-1-one C1(=CC=CC=C1)C(C[C@H]1CC(=NN1C(C)=O)C1=CC=C(C=C1)C)=C=C1CCSCC1